C(C1=CC=CC=C1)N1CCC(CC1)CCNC(=O)N1[C@@H](CN(CC1)C1=NC=C(C(=N1)OC)F)C (2R)-N-[2-(1-benzylpiperidin-4-yl)ethyl]-4-(5-fluoro-4-methoxypyrimidin-2-yl)-2-methylpiperazine-1-carboxamide